C(C)(=O)[O-].C(CCCCCCC)[Sn+2]CCCCCCCC.C(C)(=O)[O-] dioctyltin acetate